nitrobenzene borate B(O)(O)O.[N+](=O)([O-])C1=CC=CC=C1